NC1=NN(C=C1C(=O)O)CC1CCCC1 3-amino-1-cyclopentylmethyl-1H-pyrazole-4-carboxylic acid